C(C1=CC=CC=C1)O[C@@](C(=O)N(N)C(=O)C1=NC(=C(C=C1Br)C(F)(F)F)O[C@@H](CC=C)C)(CCC=C)C(F)(F)F N-[(2R)-2-benzyloxy-2-(trifluoromethyl)hex-5-enoyl]-3-bromo-6-[(1R)-1-methylbut-3-enoxy]-5-(trifluoromethyl)pyridine-2-carbohydrazide